C1(CC1)COC=1C(=CC(=NC1)S(=O)(=O)C)C1=CN(C(C2=CC(=CC=C12)F)=O)C 4-[5-(cyclopropylmethoxy)-2-methylsulfonylpyridin-4-yl]-7-fluoro-2-methylisoquinolin-1-one